C(C)(C)(C)N1N=C(N=C1[C@@H]1C[C@@H](CC1)N1CC2(CS(C2)(=O)=O)CC1)C1CC1 6-((1R,3S)-3-(1-(tert-butyl)-3-cyclopropyl-1H-1,2,4-triazol-5-yl)cyclopentyl)-2-thia-6-azaspiro[3.4]octane 2,2-dioxide